C(C1=CC=CC=C1)OC=1C(=C(OCC(=O)OC)C=C(C1)C#N)C=O methyl 2-[3-(benzyloxy)-5-cyano-2-formylphenoxy]acetate